vanadium-chromium iron [Fe].[Cr].[V]